7-beta-hydroxyethoxytetralin OCCOC1=CC=C2CCCCC2=C1